1-(4-fluorophenyl)-N-(4-methyl-3-(1-methyl-2-oxo-2,3-dihydro-1H-benzo[d]imidazol-5-yl)phenyl)-5-(methylsulfonyl)-1H-pyrazole-3-carboxamide FC1=CC=C(C=C1)N1N=C(C=C1S(=O)(=O)C)C(=O)NC1=CC(=C(C=C1)C)C1=CC2=C(N(C(N2)=O)C)C=C1